2-(4-(methoxycarbonyl)phenyl)-4-(pyridazin-3-yl)piperazin COC(=O)C1=CC=C(C=C1)C1NCCN(C1)C=1N=NC=CC1